C(C)(C)(C)OC(=O)N1CCN(CC1)C1=NC(=CN=C1)Cl 4-(6-chloropyrazin-2-yl)piperazine-1-carboxylic acid Tert-butyl ester